3-(3-morpholinyl-propionyl)-5-methyl-7-(2-fluorobenzyloxy)coumarin 3,4-dimethoxybenzyl-carbonate COC=1C=C(COC(O)=O)C=CC1OC.N1(CCOCC1)CCC(=O)C=1C(OC2=CC(=CC(=C2C1)C)OCC1=C(C=CC=C1)F)=O